4-(4-(N,N-dimethylsulfamoyl)piperazin-1-yl)-1H-pyrrolo[2,3-b]pyridin CN(S(=O)(=O)N1CCN(CC1)C1=C2C(=NC=C1)NC=C2)C